4-methylpiperazine-1-carbonyl chloride hydrochloride Cl.CN1CCN(CC1)C(=O)Cl